[Si](C)(C)(C(C)(C)C)O[C@H]1[C@H]([C@@H](O[C@@H]1CO)N1C=NC=2C(=O)NC(N)=NC12)F 3'-O-tert-butyl-dimethylsilyl-2'-deoxy-2'-fluoroguanosine